C1=C(C=CC=2OC3=C(C21)C=CC=C3)CNC3=CN=C(N(C3=O)CC(=O)O)C3=CC=CC=C3 2-(5-((dibenzo[b,d]furan-2-ylmethyl)amino)-6-oxo-2-phenylpyrimidin-1(6H)-yl)acetic acid